CC(O)(P(=O)(O)O)P(=O)(O)O 1-hydroxyethylidene-1,1-Diphosphonic acid